5-NITRO-8-HYDROXYQUINOLINE [N+](=O)([O-])C1=C2C=CC=NC2=C(C=C1)O